2-chloro-6-trifluoromethylnicotinyl chloride ClC1=C(CCl)C=CC(=N1)C(F)(F)F